cyclopropylmethyl 4-(((1S,3S)-3-(2-cyanoethyl)cyclohexyl)amino)-1H-pyrrolo[2,3-b]pyridine-5-carboxylate C(#N)CC[C@H]1C[C@H](CCC1)NC1=C2C(=NC=C1C(=O)OCC1CC1)NC=C2